C(C)(C)C1=NN(C2=CC(=CC=C12)[C@@H]1[C@H](C1)C=1C=2N(N=C(C1)C=1C(NC(NC1)=O)=O)C=CN2)CC(F)(F)F 5-(8-((1S,2S)-2-(3-isopropyl-1-(2,2,2-trifluoroethyl)-1H-indazol-6-yl)cyclopropyl)imidazo[1,2-b]pyridazin-6-yl)pyrimidine-2,4(1H,3H)-dione